3-(pentyloxyphenylphosphinyl)-propionic acid pentyl ester C(CCCC)OC(CCP(=O)(C1=CC=CC=C1)OCCCCC)=O